3-(3,5-dichlorophenyl)-3-(3-(hydroxymethyl)-1-((2-methyl-5,6,7,8-tetrahydro-1,8-naphthyridin-3-yl)methyl)-1H-pyrazole-4-carboxamido)propionic acid ClC=1C=C(C=C(C1)Cl)C(CC(=O)O)NC(=O)C=1C(=NN(C1)CC=1C(=NC=2NCCCC2C1)C)CO